CN1N=C(C=C1C)NC1=NC=C(C(=N1)C1=CNC2=C(C=CC=C12)N1C(C2=CC=CC(=C2C1)NC(=O)C1=NOC=C1)=O)C N-(2-(3-(2-((1,5-dimethyl-1H-pyrazol-3-yl)amino)-5-methylpyrimidin-4-yl)-1H-indol-7-yl)-1-oxoisoindolin-4-yl)isoxazole-3-carboxamide